ClC1=NN=C(C2=CC=CC=C12)N[C@H]1CN(CCC1)C(=O)OC(C)(C)C tert-butyl (R)-3-((4-chlorophthalazin-1-yl)amino)piperidine-1-carboxylate